(6As,10aS)-6a-iodo-6,9-dimethyl-3-pentyl-6,7,8,10a-tetrahydrobenzo[c]chromen-1-ol I[C@]12C(OC=3C=C(C=C(C3[C@@H]1C=C(CC2)C)O)CCCCC)C